2-(1,1-difluoroethyl)-6-isopropylpyrimidin-4-ol FC(C)(F)C1=NC(=CC(=N1)O)C(C)C